CC(C)C DIMETHYL-ETHANE